C1(CCCCC1)SCC=1C=CC(=C(C1)B(O)O)OC (5-[(CYCLOHEXYLSULFANYL)METHYL]-2-METHOXYPHENYL)BORANEDIOL